C1(CC1)S(=O)(=O)NC=1SC=C(N1)C(CC)(CC)NC(C1=CC=C(C=C1)C=1C=NC=C(C1)C(F)(F)F)=O N-(3-(2-(cyclopropanesulfonylamino)thiazol-4-yl)pent-3-yl)-4-(5-(trifluoromethyl)pyridin-3-yl)benzamide